C1(=CC=C(C=C1)C1=NC(=NC(=N1)C1=CC=CC=C1)N1C2=CC=CC=C2C=2C=CC=C(C12)N1C=2C=CC=C3C2C2=C(C=CC=C12)C1=CC=CC=C13)C1=CC=CC=C1 4-(9-(4-([1,1'-biphenyl]-4-yl)-6-phenyl-1,3,5-triazin-2-yl)-9H-carbazol-1-yl)-4H-naphtho[1,2,3,4-def]carbazole